6-({[(1s,4s)-4-ethylcyclohexyl]oxy}methyl)-7-hydroxy-3-methyl-6,7,8,9-tetrahydro-4H-quinolizin-4-one C(C)C1CCC(CC1)OCC1N2C(C(=CC=C2CCC1O)C)=O